beta-aminopropyl-dimethoxysilane NC(C[SiH](OC)OC)C